(1R,5S,6S,7R)-7-(Bis(4-methoxyphenyl)(phenyl)methoxy)-8-isopropyl-3-oxo-8-azabicyclo[3.2.1]octan-6-yl acetate C(C)(=O)O[C@H]1[C@@H]2CC(C[C@H]([C@H]1OC(C1=CC=CC=C1)(C1=CC=C(C=C1)OC)C1=CC=C(C=C1)OC)N2C(C)C)=O